1-((2-(trimethylsilyl)ethoxy)methyl)-1H-tetrazole-5-carboxylic acid ethyl ester C(C)OC(=O)C1=NN=NN1COCC[Si](C)(C)C